NCCN(C(=O)NC=1C=C(C=2N(C1)C(=C(N2)C)C)NCC2=C(C=CC=C2C)C)C 1-(2-Aminoethyl)-3-(8-((2,6-dimethylbenzyl)amino)-2,3-dimethylimidazo[1,2-a]pyridin-6-yl)-1-methylurea